FC1=C(C=CC(=C1)F)NC(=O)C=1COC2=C(C1)C=CC(=C2)Br N-(2,4-difluorophenyl)-7-bromo-2H-benzopyran-3-carboxamide